C(C)(=O)C1=CN(C2=CC=C(C=C12)Br)CC(=O)N(C(C)C)CC(=O)NCC1=C(C(=CC=C1)Cl)F 2-(3-acetyl-5-bromo-1H-indol-1-yl)-N-(2-((3-chloro-2-fluorophenylmethyl)amino)-2-oxoethyl)-N-isopropylacetamide